ClC1=CC(=NC(=C1)N1CCC(CC1)(F)F)C(=O)NC1=C(C=C(C=C1)S(=O)(=N)C1CC1)N1CCC2(CC2)CC1 4-chloro-N-(4-(cyclopropanesulfonimidoyl)-2-(6-azaspiro[2.5]octan-6-yl)phenyl)-6-(4,4-difluoropiperidin-1-yl)picolinamide